N-(3-cyclopropyl-1H-pyrazol-5-yl)-2-(1-(3,4-difluorophenyl)-1H-pyrazol-4-yl)propanamide C1(CC1)C1=NNC(=C1)NC(C(C)C=1C=NN(C1)C1=CC(=C(C=C1)F)F)=O